(1r,3r)-3-(cyanomethyl)-3-(5-(6-(1-methyl-1H-pyrazol-4-yl)pyrazolo[1,5-a]pyrazin-4-yl)-7H-pyrrolo[2,3-d]pyrimidin-7-yl)cyclobutane-1-carbonitrile C(#N)CC1(CC(C1)C#N)N1C=C(C2=C1N=CN=C2)C=2C=1N(C=C(N2)C=2C=NN(C2)C)N=CC1